3-isopropyl-5-(4,4,5,5-tetramethyl-1,3,2-dioxaborolan-2-yl)-1H-pyrrole C(C)(C)C1=CNC(=C1)B1OC(C(O1)(C)C)(C)C